1,3-dibromo-2-(2-bromoethoxy)-5-(tert-butyl)benzene BrC1=C(C(=CC(=C1)C(C)(C)C)Br)OCCBr